butylaminoboric acid C(CCC)NOB(O)O